2,2,2-trifluoro-1-methoxyethan-1-ol FC(C(O)OC)(F)F